(R)-3-(3-Hydroxypyrrolidine-1-carbonyl)-9H-pyrido[3,4-b]indole-1-carboxamide O[C@H]1CN(CC1)C(=O)C1=CC2=C(NC3=CC=CC=C23)C(=N1)C(=O)N